tert-butyl N-[(3R,4R)-1-[1-cyclopropyl-5-[[1-(2,6-difluorophenyl)-6-oxo-pyridazine-3-carbonyl]amino]indazol-4-yl]-4-methyl-pyrrolidin-3-yl]carbamate C1(CC1)N1N=CC2=C(C(=CC=C12)NC(=O)C1=NN(C(C=C1)=O)C1=C(C=CC=C1F)F)N1C[C@@H]([C@@H](C1)C)NC(OC(C)(C)C)=O